FC=1C=C2C(=CNC2=CC1)CCCN1CCC(CC1)(COC)N(C(CC)=O)C1=CC=CC=C1 N-(1-(3-(5-fluoro-1H-indol-3-yl)propyl)-4-(methoxymethyl)piperidin-4-yl)-N-phenylpropionamide